O=C1NC(CCC1N1C(N(C2=C1C=CC=C2C21CC(C2)(C1)C=O)C)=O)=O 3-[1-(2,6-dioxo-3-piperidinyl)-3-methyl-2-oxo-benzimidazol-4-yl]Bicyclo[1.1.1]Pentane-1-carbaldehyde